Br[C@H]1[C@]2(CC[C@H](C1)C2)C(=O)O (1S,2R,4S)-2-bromobicyclo[2.2.1]heptane-1-carboxylic acid